CC1=NC(=NO1)C=1C=C(C=CC1)C(=O)NCCC(=O)O 3-{[3-(5-methyl-1,2,4-oxadiazol-3-yl)phenyl]-formamido}-propanoic acid